[(2R,3S,4R,5R)-5-[7-(benzylamino)-5-chloro-imidazo[4,5-b]-pyridin-3-yl]-3,4-dihydroxy-tetrahydro-furan-2-yl]methoxy-methylphosphonic acid C(C1=CC=CC=C1)NC1=C2C(=NC(=C1)Cl)N(C=N2)[C@H]2[C@@H]([C@@H]([C@H](O2)COCP(O)(O)=O)O)O